FC1=C(CN2CC3(CN(C3)C(=O)N3CC4(C3)NC(COC4)=O)C2)C=CC(=C1)C(F)(F)F 2-[6-[2-fluoro-4-(trifluoromethyl)benzyl]-2,6-diazaspiro[3.3]heptane-2-carbonyl]-8-oxa-2,5-diazaspiro[3.5]nonan-6-one